1-(3-chloro-2-fluorophenyl)-11-methyl-1,3,4,5,6,7,8,11-octahydro-14,16-etheno-13,10-(metheno)pyrido[4,3-m][1,2,5,9,12]pentaazacycloheptadecin-9(2H)-one ClC=1C(=C(C=CC1)N1CCNCCCNC(C=2N(N=C(C3=CC4=C1C=CN=C4C=C3)C2)C)=O)F